OC=1C(=NC=C(C1C)C=1C=C2C=CC=NC2=CC1)C(=O)O 3-hydroxy-4-methyl-5-(quinolin-6-yl)picolinic acid